C(C)O[Si](CCC=O)(OCC)OCC 3-(triethoxysilyl)propanal